N-(3-(1H-Imidazol-1-yl)propyl)-7-(cyclobutylamino)-5-phenylpyrazolo[1,5-a]pyrimidine-2-carboxamide N1(C=NC=C1)CCCNC(=O)C1=NN2C(N=C(C=C2NC2CCC2)C2=CC=CC=C2)=C1